ClC1=C(C=CC(=C1O)O)/C(/C(=O)NN1C(N(CC1)C1(CN2C(CC2S1)=O)C(=O)[O-])=O)=N/N 3-((Z-2-(2-chloro-3,4-dihydroxyphenyl)-2-hydrazinylideneacetamido)-2-oxoimidazolidin-1-yl)-7-oxo-4-thia-1-azabicyclo[3.2.0]heptane-3-carboxylate